3-(triethoxysilylpropyl)-2-propen-1-amine C(C)O[Si](OCC)(OCC)CCCC=CCN